2-(((3S)-6-(2-hydroxy-3-(2,6-diazaspiro[3.3]heptan-2-yl)propyl)-1-methyl-2-oxo-1,2,3,4,5,6-hexahydrobenzo[b][1,4]diazocin-3-yl)amino)-6-methyl-4-(trifluoromethyl)nicotinonitrile OC(CN1C2=C(N(C([C@H](CC1)NC1=C(C#N)C(=CC(=N1)C)C(F)(F)F)=O)C)C=CC=C2)CN2CC1(C2)CNC1